(S)-4,4-difluoro-3-methylbutanamide FC([C@H](CC(=O)N)C)F